1-(6-((4-chloro-5-(trifluoromethyl)pyrimidin-2-yl)amino)-7-isopropyl-3,4-dihydroisoquinolin-2(1H)-yl)-2,2,2-trifluoroethan-1-one ClC1=NC(=NC=C1C(F)(F)F)NC=1C=C2CCN(CC2=CC1C(C)C)C(C(F)(F)F)=O